4-[[4-[5-isobutyl-2-(2H-tetrazol-5-yl)-phenyl]piperazin-1-yl]methyl]-5-methyl-thiazole C(C(C)C)C=1C=CC(=C(C1)N1CCN(CC1)CC=1N=CSC1C)C=1N=NNN1